sulfonyl-7-fluoro-5-phenyl-6,7-dihydro-5H-pyrrolo[1,2-b][1,2,4]triazole S(=O)(=O)=C1C(C=2N(N=CN2)C1C1=CC=CC=C1)F